NN1CCC(CC1)CCN1CCN(CC1)C1=CC=C(C=C1)C1C(NC(CC1)=O)=O 3-[4-[4-[2-(1-amino-4-piperidyl)ethyl]piperazin-1-yl]phenyl]piperidine-2,6-dione